CC=1C(NC(N(C1)[C@@H]1O[C@H](CN(C1)C(C1=CC=CC=C1)(C1=CC=CC=C1)C1=CC=CC=C1)CCN([P@](=O)(Cl)OCC=1C=NC(=CC1)N1N=CC(=C1)F)C)=O)=O (6-(4-Fluoro-1H-pyrazol-1-yl)pyridin-3-yl)methanol ((2S,6R)-6-(5-methyl-2,4-dioxo-3,4-dihydropyrimidin-1(2H)-yl)-4-tritylmorpholin-2-yl)methyl-(R)-dimethylphosphoramidochloridate